1-(7-hydroxynaphthalen-2-yl)ethan-1-one OC1=CC=C2C=CC(=CC2=C1)C(C)=O